ClC=1C(=C(C=CC1)C1=CC(=NC=N1)O)F 6-(3-chloro-2-fluorophenyl)pyrimidin-4-ol